C(C)P(=O)=C(O)C[N+](C)(C)C Ethyl-phosphorylcholine